2-diazo-1-(6-(1-(trifluoromethyl)cyclopropyl)pyridin-3-yl)ethanone [N+](=[N-])=CC(=O)C=1C=NC(=CC1)C1(CC1)C(F)(F)F